Di-tert-butylphosphat C(C)(C)(C)OP(=O)(OC(C)(C)C)[O-]